((4-(4-Nitrophenoxy)-6-(trifluoromethyl)pyrimidin-2-yl)thio)-N-((4-ethylphenyl)carbamoyl)acetamide [N+](=O)([O-])C1=CC=C(OC2=NC(=NC(=C2)C(F)(F)F)SCC(=O)NC(NC2=CC=C(C=C2)CC)=O)C=C1